C(=O)C=1C=CC2=C(C(=C(O2)C)C(=O)OCC)C1 ethyl 5-formyl-2-methylbenzofuran-3-carboxylate